8-(((1-cyanocyclopropyl)methyl)sulfonyl)-3,8-diazabicyclo[3.2.1]octan C(#N)C1(CC1)CS(=O)(=O)N1C2CNCC1CC2